C(C1=CC=CC=C1)OC1=CC=2N(C3=CC=CC=C13)C(=CN2)C2=CC=C(C=C2)F 5-(benzyloxy)-1-(4-fluorophenyl)imidazo[1,2-a]Quinoline